ClC=1C(=NC(=NC1)NC1=C2C=CN=CC2=CC=C1)NC1=C(C=CC=C1)P(C)(C)=O (2-((5-Chloro-2-(isoquinolin-5-ylamino)pyrimidin-4-yl)amino)phenyl)dimethyl-phosphine oxide